acryloyloxyundecyl-triiodomethylsilane C(C=C)(=O)OCCCCCCCCCCC[SiH2]C(I)(I)I